2-(3-methyl-5-(((4-(2-((6-(pyridazin-4-yl)-1H-indazol-4-yl)amino)ethoxy)butyl)amino)methyl)phenyl)acetonitrile CC=1C=C(C=C(C1)CNCCCCOCCNC1=C2C=NNC2=CC(=C1)C1=CN=NC=C1)CC#N